C(C1=CC=CC=C1)OC(=O)N[C@@H](C(=O)OCC1=CC=CC=C1)CNC(C1=CC(=CC(=C1)F)C1=C(C=NN1)CC)=O (R)-benzyl 2-(((benzyloxy)carbonyl)amino)-3-(3-(4-ethyl-1H-pyrazol-5-yl)-5-fluorobenzamido)propanoate